tert-butyl (3aR,4S,6aR)-4-allyl-5-hydroxy-5-(trichloromethyl)hexahydrocyclopenta[c]pyrrole-2(1H)-carboxylate C(C=C)[C@@H]1C(C[C@H]2CN(C[C@H]21)C(=O)OC(C)(C)C)(C(Cl)(Cl)Cl)O